tert-butyl ((3R,6R)-6-((S)-1-(4-fluorophenyl)-1,2,3,4-tetrahydroisoquinoline-2-carbonyl)-3-(hydroxymethyl)tetrahydro-2H-pyran-3-yl)carbamate FC1=CC=C(C=C1)[C@@H]1N(CCC2=CC=CC=C12)C(=O)[C@H]1CC[C@](CO1)(CO)NC(OC(C)(C)C)=O